2-methoxy-1-methyl-4-(prop-1-en-1-yl)benzene COC1=C(C=CC(=C1)C=CC)C